nicotinoyl-glutamine C(C1=CN=CC=C1)(=O)N[C@@H](CCC(N)=O)C(=O)O